p-terphenyl-4,4''-dicarboxylic acid C1(=CC=C(C=C1)C(=O)O)C1=CC=C(C=C1)C1=CC=C(C=C1)C(=O)O